2-(4-chlorophenyl)-10-(naphthalen-1-yl)phenanthrene ClC1=CC=C(C=C1)C1=CC=2C(=CC3=CC=CC=C3C2C=C1)C1=CC=CC2=CC=CC=C12